CN(CCCC(=O)[O-])C1=CC=C(C=C1)Cl.[Na+].NC1=NC(=C(C=C1C=1C=NN(C1)CCC(=O)N)C=1C=C2C(=CC=NC2=CC1)C)C1=CC=C(C=C1)F 3-(4-(2-amino-6-(4-fluorophenyl)-5-(4-methylquinolin-6-yl)pyridin-3-yl)-1H-pyrazol-1-yl)propanamide sodium N-methyl-N-(4-chlorophenyl)-4-aminobutyrate